NCC(CN1N=CN(C1=O)C1=CC(=C(C=C1)C1=CC=C(C=C1)N1CCNCC1)F)=C(F)F 2-[2-(aminomethyl)-3,3-difluoro-allyl]-4-[3-fluoro-4-(4-piperazin-1-ylphenyl)phenyl]-1,2,4-triazol-3-one